C(C)(=O)N(C(=O)[C@@H]1CCN(CCC1)C(=O)OC(C)(C)C)C tert-butyl (S)-4-(acetyl(methyl)carbamoyl)azepane-1-carboxylate